1-methyl-5-[rac-(2R,4R)-4-[4-(2,4-difluorophenyl)-6,7-dimethyl-pteridin-2-yl]tetrahydropyran-2-yl]pyridin-2-one CN1C(C=CC(=C1)[C@@H]1OCC[C@H](C1)C1=NC2=NC(=C(N=C2C(=N1)C1=C(C=C(C=C1)F)F)C)C)=O |r|